O=C1NC(CCC1C1=CC=CC=2NC(N(C21)C)=O)=O (2,6-dioxo-3-piperidyl)-3-methyl-2-oxo-benzimidazol